N-(5-((1R,5S)-1-(2,5-difluorophenyl)-2-azabicyclo[3.1.0]hexan-2-yl)pyrazolo[1,5-a]pyrimidin-3-yl)-5-fluoropyrimidine-2-carboxamide FC1=C(C=C(C=C1)F)[C@@]12N(CC[C@H]2C1)C1=NC=2N(C=C1)N=CC2NC(=O)C2=NC=C(C=N2)F